BrC=1C=C(C=CC1)C1=CC=C(C=C1)C1=NC(=NC(=N1)C1=CC=CC=C1)C1=CC=CC=C1 2-(3'-bromo-[1,1'-biphenyl]-4-yl)-4,6-diphenyl-1,3,5-triazine